5-Amino-N-(3-chloro-4-fluorophenyl)-3-(4-(4-chlorophenyl)cyclopent-1-en-1-yl)-1-methyl-1H-pyrazole-4-carboxamide NC1=C(C(=NN1C)C1=CCC(C1)C1=CC=C(C=C1)Cl)C(=O)NC1=CC(=C(C=C1)F)Cl